C(C1=CC=CC=C1)SC1=CC(=NC=C1)NC(OC(C)(C)C)=O tert-butyl (4-(benzylthio) pyridin-2-yl)carbamate